FC(C(=O)O)(F)F.N[C@H](C(C(=O)N(C)C)O)C[C@H]1C(NCC1)=O (3S)-3-amino-2-hydroxy-N,N-dimethyl-4-((S)-2-oxopyrrolidin-3-yl)butanamide trifluoroacetic acid salt